(R)-3-amino-N-(3-(4-fluorophenyl)pyrrolidin-3-yl)-4-(trifluoromethoxy)benzenesulfonamide NC=1C=C(C=CC1OC(F)(F)F)S(=O)(=O)N[C@@]1(CNCC1)C1=CC=C(C=C1)F